CC=1C=C(C=C2C(C(=COC12)C1=CC(=CC=C1)C(C)(C)C1=NN=CN1C)=O)CN1C[C@H](CCC1)C (S)-8-methyl-3-(3-(2-(4-methyl-4H-1,2,4-triazol-3-yl)propan-2-yl)phenyl)-6-((3-methylpiperidin-1-yl)methyl)-4H-chromen-4-one